OC1=C(C(N(C=C1C)C)=O)NC(N[C@@H](CC(=O)O)C=1C=C(C=CC1)C1=C(C=CC=C1)OC)=O (S)-3-(3-(4-hydroxy-1,5-dimethyl-2-oxo-1,2-dihydropyridin-3-yl)ureido)-3-(2'-methoxybiphenyl-3-yl)propionic acid